COCOC=1C=C(C(=NC1)C=1OC2=C(N1)C=C(C=C2)SC(F)(F)F)S(=O)(=O)CC (5-Methoxymethyloxy-3-ethylsulfonyl-pyridin-2-yl)-5-(trifluoromethylthio)benzo[d]oxazole